N-[(4-Chlorophenyl)-methyl]-4-isopropyl-2-morpholin-4-yl-thiazole-5-carboxylic acid amide ClC1=CC=C(C=C1)CNC(=O)C1=C(N=C(S1)N1CCOCC1)C(C)C